1-{2-methanesulfonyl-5-[2-(triisopropylsilyl)ethynyl]pyrido[2,3-d]pyrimidin-7-yl}pyrrole CS(=O)(=O)C=1N=CC2=C(N1)N=C(C=C2C#C[Si](C(C)C)(C(C)C)C(C)C)N2C=CC=C2